3-methyl-5-(5-nitro-2-pyridinyl)triazole-4-carboxylic acid CN1N=NC(=C1C(=O)O)C1=NC=C(C=C1)[N+](=O)[O-]